ClC1=C2C(=NC=C1)NC=C2/C=C/C(=O)NCC2=CC(=CC=C2)F (E)-3-(4-chloro-1H-pyrrolo[2,3-b]pyridin-3-yl)-N-(3-fluorobenzyl)acrylamide